(3,5-difluorobenzyl)sulfur FC=1C=C(C[S])C=C(C1)F